perfluorooctyl-sodium phosphinate [PH2](O)=O.FC(C(C(C(C(C(C(C(F)(F)F)(F)F)(F)F)(F)F)(F)F)(F)F)(F)F)([Na])F